FC=1C(=C(C=O)C=CC1F)C 3,4-difluoro-2-methyl-benzaldehyde